1,3-bis(2,4,6-triisopropylphenyl)imidazole C(C)(C)C1=C(C(=CC(=C1)C(C)C)C(C)C)N1CN(C=C1)C1=C(C=C(C=C1C(C)C)C(C)C)C(C)C